7-bromo-1-isopropyl-2-(morpholinomethyl)quinolin-4(1H)-one BrC1=CC=C2C(C=C(N(C2=C1)C(C)C)CN1CCOCC1)=O